FC(C1=CC=C(C=C1)C1=NN=C(O1)NC=1C(=NC=CC1)C(=N)NO)(F)F ((5-[4-(trifluoromethyl)phenyl]-1,3,4-oxadiazol-2-yl)amino)-N-hydroxy-pyridine-2-carboxamidine